nonadecyl chloroacetate ClCC(=O)OCCCCCCCCCCCCCCCCCCC